C(=O)(O)C1=CC(=C(C(=O)[O-])C=C1)[C+]1C=2C=C3CCCN(C3=CC2[Si](C2=C1C=C1CCCN(C1=C2)CC2=CC=CC=C2)(C)C)CC2=CC=CC=C2 4-carboxy-2-(1,11-dibenzyl-13,13-dimethyl-2,3,4,8,9,10,11,13-octahydrosilino[3,2-g:5,6-g']diquinolin-6-ylium-6(1H)-yl)benzoate